FC1(CN(C2=C(OC1)N=C1C(=C2)C=CN1)C1=C(C(=O)N)C=CC=C1)F 2-(3,3-difluoro-3,4-dihydro-2H-pyrrolo[3',2':5,6]Pyrido[2,3-b][1,4]Oxazepin-1(7H)-yl)benzamide